C(#N)C(CCC(N1C(SCC1)=S)=O)(C)\N=N/C(C#N)(CCC(N1C(SCC1)=S)=O)C 2-[(Z)-[1-cyano-1-methyl-4-oxo-4-(2-thioxothiazolidin-3-yl)butyl]azo]-2-methyl-5-oxo-5-(2-thioxothiazolidin-3-yl)pentanenitrile